C(C=C)C=1C=C(C=CC1O)C(C)(C)C1=CC(=C(C=C1)O)CC=C 2,2-bis(3-allyl-4'-hydroxyphenyl)propane